IC1=CC=C(C=C1)CN1C(=CC2=CC=CC=C12)C1=NC2=C(N1C)C=CC(=C2)C(=O)N2C[C@@H](CCC2)NC(OC(C)(C)C)=O 1,1-Dimethylethyl {(3R)-1-[(2-{1-[(4-iodophenyl)methyl]-1H-indol-2-yl}-1-methyl-1H-benzimidazol-5-yl)carbonyl]-3-piperidinyl}carbamate